Cl.C(CCCCCCCCCC)C=1NCCN1 2-undecylimidazoline hydrochloride